[Cl-].C[N+](C)(C)C tetramethylammonium chloride salt